2-[(2-amino-1,3-benzothiazol-6-yl)oxy]pyridine-4-carbonitrile NC=1SC2=C(N1)C=CC(=C2)OC2=NC=CC(=C2)C#N